P(=O)(OCCCCCCCCCCCCC(C)C)([O-])[O-] isopentadecyl phosphate